C(C1=CC=CC=C1)(=O)O.C(CCC)(=O)N butyramide benzoate